5-(4-(4-((5-chloro-4-((2-(isopropylsulfonyl)phenyl)amino)pyrimidin-2-yl)amino)-5-isopropoxy-2-methylphenyl)piperidin-1-yl)-5-oxopentanoic acid ClC=1C(=NC(=NC1)NC1=CC(=C(C=C1OC(C)C)C1CCN(CC1)C(CCCC(=O)O)=O)C)NC1=C(C=CC=C1)S(=O)(=O)C(C)C